3-((3-(4-(2-((3-hydroxycyclobutyl)sulfonyl)phenoxy)-3-(trifluoromethyl)phenyl)-1,2,4-oxadiazol-5-yl)methyl)-5,5-dimethyl-1-(2-morpholinoethyl)imidazolidine OC1CC(C1)S(=O)(=O)C1=C(OC2=C(C=C(C=C2)C2=NOC(=N2)CN2CN(C(C2)(C)C)CCN2CCOCC2)C(F)(F)F)C=CC=C1